(2R)-1-[(4aR,8aS)-decahydroquinolin-1-yl]-2-{cyclopropyl[(2,4-difluorophenyl)methyl]amino}-3-(methylamino)propan-1-one N1(CCC[C@H]2CCCC[C@H]12)C([C@@H](CNC)N(CC1=C(C=C(C=C1)F)F)C1CC1)=O